The molecule is an EpETE obtained by formal epoxidation of the 11,12-double bond of all-cis-5,8,11,14,17-icosapentaenoic acid. It derives from an all-cis-5,8,11,14,17-icosapentaenoic acid. It is a conjugate acid of a (5Z,8Z,14Z,17Z)-11,12-epoxyicosatetraenoate. CC/C=C\\C/C=C\\CC1C(O1)C/C=C\\C/C=C\\CCCC(=O)O